5-Chloro-1-(3-(4-(cyclopentylcarbonyl)piperazine-1-carbonyl)benzyl)quinazoline-2,4(1H,3H)-dione ClC1=C2C(NC(N(C2=CC=C1)CC1=CC(=CC=C1)C(=O)N1CCN(CC1)C(=O)C1CCCC1)=O)=O